5-(trifluoromethyl)pyridin-3-ylboronic acid FC(C=1C=C(C=NC1)B(O)O)(F)F